nitrosyl-ruthenium (II) N(=O)[Ru+2]